(Z)-2-(2,6-dioxopiperidin-3-yl)-5-(((1-(2-(4-(1-(4-hydroxyphenyl)-2-phenylbut-1-en-1-yl)phenoxy)ethyl)piperidin-4-yl)methyl)amino)isoindoline-1,3-dione O=C1NC(CCC1N1C(C2=CC=C(C=C2C1=O)NCC1CCN(CC1)CCOC1=CC=C(C=C1)\C(=C(\CC)/C1=CC=CC=C1)\C1=CC=C(C=C1)O)=O)=O